N[C@@H]1CN(C[C@@H]([C@@]1(C)O)C)C1=C2C(=NC=C1)OCC2 4-[(3R,4R,5S)-3-amino-4-hydroxy-4,5-dimethylpiperidin-1-yl]-2,3-dihydrofuro[2,3-b]pyridin